2,5-di-anilinoterephthalic acid N(C1=CC=CC=C1)C1=C(C(=O)O)C=C(C(=C1)C(=O)O)NC1=CC=CC=C1